ClC=1C=CC(=C(C(=O)N[C@H](C(C(=O)NC2CC2)=O)C[C@H]2C(NCC2)=O)C1)NC(CCC(F)(F)F)=O 5-chloro-N-[(1S)-3-(cyclopropylamino)-2,3-dioxo-1-[[(3S)-2-oxopyrrolidin-3-yl]methyl]propyl]-2-(4,4,4-trifluorobutanoylamino)benzamide